1,4-diaminopyrene NC1=CC=C2C(=CC3=CC=CC4=CC=C1C2=C34)N